N1(CCCC1)C(=S)SCC1=CC=CC=C1 benzyl 1-pyrrolidinodithioate